NCCOCCOCCNC1=NC(=NC(=N1)NC1CC1)C1=CC=C(C=C1)OC N2-[2-[2-(2-aminoethoxy)ethoxy]ethyl]-N4-cyclopropyl-6-(4-methoxyphenyl)-1,3,5-triazine-2,4-diamine